2-ethylmalonate C(C)C(C(=O)[O-])C(=O)[O-]